C1(CC1)CNC1CCCCC1 N-(cyclopropylmethyl)cyclohexylamine